N[C@@]1(COCC1)C1=CC=C(C(=O)OCC)C=C1 |r| (±)-ethyl 4-(3-aminotetrahydro furan-3-yl)benzoate